CC1=CC=C(N=N1)[C@@H](C)NC(C1=CC(=CC(=C1)OC[C@H]1OCCC1)C=1SC(=CN1)C)=O N-[(1R)-1-(6-Methylpyridazin-3-yl)ethyl]-3-(5-methyl-1,3-thiazol-2-yl)-5-[(2S)-tetrahydrofuran-2-ylmethoxy]benzamide